(9,10-bis(naphthalen-2-yl)anthracen-2-yl)boronic acid C1=C(C=CC2=CC=CC=C12)C=1C2=CC=CC=C2C(=C2C=CC(=CC12)B(O)O)C1=CC2=CC=CC=C2C=C1